N1(C=NC=2C1=C1C(=NC2)NC=C1)C12CC(C1)(C2)NS(=O)(=O)CC(C)C N-(3-(imidazo[4,5-d]pyrrolo[2,3-b]pyridin-1(6H)-yl)bicyclo[1.1.1]pentan-1-yl)-2-methylpropane-1-sulfonamide